methyl N-[3-[5-[[(1R)-1-[3-amino-5-(trifluoromethyl)phenyl]ethyl]carbamoyl]-2-oxo-1-pyridyl]phenyl]carbamate NC=1C=C(C=C(C1)C(F)(F)F)[C@@H](C)NC(=O)C=1C=CC(N(C1)C=1C=C(C=CC1)NC(OC)=O)=O